Cl.Cl.NC1C(C(C1(C)C)OC=1C=C(C(=NC1)C#N)Cl)(C)C 5-((1r,3r)-3-amino-2,2,4,4-tetramethylcyclobutoxy)-3-chloropicolinonitrile, dihydrochloride